(2S,3R)-3-methyl-4-oxo-1-(6-oxo-5-(trifluoromethyl)-1,6-dihydropyridazin-4-yl)azetidin C[C@@H]1CN(C1=O)C=1C=NNC(C1C(F)(F)F)=O